C(CCCCCCCCCC=CCCCCCCCC)(=O)OCCCCCCCCCCCCCCCCCCCCO 20-hydroxyeicosyl eicos-11-enoate